1-methylsulfonyl-pyrrole CS(=O)(=O)N1C=CC=C1